6-(2-Methyl-2H-indazol-5-yl)-2-(1,2,3,6-tetrahydropyridin-4-yl)-1,3-benzthiazol CN1N=C2C=CC(=CC2=C1)C1=CC2=C(N=C(S2)C=2CCNCC2)C=C1